FC1(CN(CCC1)C1=NC(=CC(=C1)C=1C=NN(C1)C1=C(C=C(C=C1)NS(=O)(=O)CCO)N1CCC2(CC2)CC1)C)F N-(4-(4-(2-(3,3-difluoropiperidin-1-yl)-6-methylpyridin-4-yl)-1H-pyrazol-1-yl)-3-(6-azaspiro[2.5]octane-6-yl)phenyl)-2-hydroxyethane-1-sulfonamide